N1=C(C=CC=C1)SSCCC(=O)NCCCCCC(=O)ON1C(C(CC1=O)S(=O)(=O)O)=O sulfosuccinimidyl 6-(3-(2-pyridyldithio)propionamido)hexanoate